C(CCC)C1=NC2(C(N1CC1=CC(=C(C=C1)C1=C(C=CC=C1)S(=O)(=O)NC1=NOC(=C1Br)C)COCC)=O)CCCC2 2-[4-[(2-Butyl-4-oxo-1,3-diazaspiro[4.4]non-1-en-3-yl)methyl]-2-(ethoxymethyl)Phenyl]-N-(4-bromo-5-methyl-isoxazol-3-yl)benzenesulfonamide